C(C)OC(=O)C1=CC=CC=C1 4-ethoxycarbonylbenzene